N'-((1,2,3,5,6,7-hexahydro-s-indacen-4-yl-1,1,7,7-d4)carbamoyl)-2-(2-hydroxypropan-2-yl)thiazole-5-sulfonimidamide C1(CCC2=C(C=3CCC(C3C=C12)([2H])[2H])NC(=O)N=S(=O)(N)C1=CN=C(S1)C(C)(C)O)([2H])[2H]